2-triethoxysilyl-ethyl-N,N-dimethylthiocarbamoyl tetrasulfide C(C)O[Si](CCS=C(N(C)C)SSSSC(N(C)C)=SCC[Si](OCC)(OCC)OCC)(OCC)OCC